1,1,1-trifluoro-2-(4-methoxy-3-methyl-phenyl)propan-2-ol FC(C(C)(O)C1=CC(=C(C=C1)OC)C)(F)F